FC=1C=C(C=CC1[N+](=O)[O-])S(=O)(=O)NC([2H])([2H])[2H] 3-fluoro-N-(methyl-d3)-4-nitrobenzenesulfonamide